6-bromo-1-methyl-4-[4-(5-methyl-1,3-benzoxazol-2-yl)piperidin-1-yl]-2-oxo-1,2-dihydroquinoline-3-carbonitrile BrC=1C=C2C(=C(C(N(C2=CC1)C)=O)C#N)N1CCC(CC1)C=1OC2=C(N1)C=C(C=C2)C